(S)-2-(4-bromo-1-oxoisoquinolin-2-yl)-N-((S)-1-cyano-2-((S)-2-oxopyrrolidin-3-yl)ethyl)-4-methylpentanamide BrC1=CN(C(C2=CC=CC=C12)=O)[C@H](C(=O)N[C@@H](C[C@H]1C(NCC1)=O)C#N)CC(C)C